tetramethyl-dimethyl-aniline diisocyanate [N-]=C=O.[N-]=C=O.CC=1C(=C(C(=C(N(C)C)C1)C)C)C